(2R)-2-Amino-3-phenylpropyl (aminocarbonyl)benzylcarbamate NC(=O)N(C(OC[C@@H](CC1=CC=CC=C1)N)=O)CC1=CC=CC=C1